C(C)(C)(C)OC(=O)N1C(CN(CC1)C=1SC(=C(C1)F)C(NC1=CC2=C(N=C(S2)C)C(=C1)F)=O)C tert-butyl-4-[4-fluoro-5-[(4-fluoro-2-methyl-1,3-benzothiazol-6-yl)carbamoyl]thiophen-2-yl]-2-methylpiperazine-1-carboxylate